N-[(3-chloro-4-fluorophenyl)-(5-methyl-4-methylsulfonyl-1H-imidazol-2-yl)methyl]-3-(difluoromethyl)pyridin-2-amine ClC=1C=C(C=CC1F)C(NC1=NC=CC=C1C(F)F)C=1NC(=C(N1)S(=O)(=O)C)C